FC(C1(CC1)C1=CC(=NO1)NC(OC1=CC=CC=C1)=O)(F)F phenyl (5-(1-(trifluoromethyl)cyclopropyl)isoxazol-3-yl)carbamate